N-(3-Chlorophenyl)-1-ethyl-2-(2,2,2-trifluoro-1-(4-fluorophenyl)-1-hydroxyethyl)-1H-benzo[d]imidazole-6-carboxamide ClC=1C=C(C=CC1)NC(=O)C=1C=CC2=C(N(C(=N2)C(C(F)(F)F)(O)C2=CC=C(C=C2)F)CC)C1